3-(((3-methoxybenzyl)(4-((2-morpholinoethoxy)methyl)phenyl)amino)methyl)-N,N-dimethylaniline COC=1C=C(CN(C2=CC=C(C=C2)COCCN2CCOCC2)CC=2C=C(N(C)C)C=CC2)C=CC1